7-methoxy-1-oxo-4-[3-(2-thienyl)pyrazolo[1,5-a]pyridin-5-yl]isoindolin COC=1C=CC(=C2CNC(C12)=O)C1=CC=2N(C=C1)N=CC2C=2SC=CC2